(2R,4S)-4-{[3,5-bis(trifluoromethyl)benzyl]-[5-(3-tert-butoxycarbonylpropoxy)pyrimidin-2-yl]amino}-2-ethyl-6-trifluoromethyl-3,4-dihydro-2H-quinoline-1-carboxylic acid ethyl ester C(C)OC(=O)N1[C@@H](C[C@@H](C2=CC(=CC=C12)C(F)(F)F)N(C1=NC=C(C=N1)OCCCC(=O)OC(C)(C)C)CC1=CC(=CC(=C1)C(F)(F)F)C(F)(F)F)CC